COC=1C=C(C=C(C1)C=1C=NN(C1)C)[C@@H](C)NC(=O)C=1C=C(C=CC1C)C1CCN(CC1)C(=O)OC(C)(C)C tert-butyl 4-[3-[[(1R)-1-[3-methoxy-5-(1-methylpyrazol-4-yl)phenyl]ethyl]carbamoyl]-4-methyl-phenyl]piperidine-1-carboxylate